1-(((3S)-1-((3-cyano-1-azetidinyl)sulfonyl)-3-piperidinyl)carbonyl)-N-(3-fluoro-2-methylbenzyl)-D-prolinamide C(#N)C1CN(C1)S(=O)(=O)N1C[C@H](CCC1)C(=O)N1[C@H](CCC1)C(=O)NCC1=C(C(=CC=C1)F)C